(+/-)-trans-methyl 3-((6-(benzo[b]thiophen-2-yl)-2-(2-chloro-5H-pyrrolo[2,3-b]pyrazin-7-yl)-5-fluoropyrimidin-4-yl)amino)bicyclo[2.2.2]octane-2-carboxylate S1C2=C(C=C1C1=C(C(=NC(=N1)C1=CNC3=NC=C(N=C31)Cl)NC3C(C1CCC3CC1)C(=O)OC)F)C=CC=C2